Cl.ClC=1C=CC(=NC1)CN1C(=NC2=C1C=C(C(=C2)F)F)N2C[C@H]([C@@H](CC2)F)N (3R,4R)-1-(1-((5-Chloropyridin-2-yl)methyl)-5,6-difluoro-1H-benzo[d]imidazol-2-yl)-4-fluoropiperidin-3-amin-hydrochlorid